CC1(O[C@H]2[C@H]([C@@H]3NC([C@H]2C3)=O)O1)C (3aS,4R,7S,7aR)-2,2-dimethyltetrahydro-4,7-methano[1,3]dioxolo[4,5-c]pyridin-6(3aH)-one